(S)-(4-(7-chloro-3-cyclohexyl-6-methyl-2-oxoindolin-3-yl)phenyl)boronic acid ClC=1C(=CC=C2[C@](C(NC12)=O)(C1CCCCC1)C1=CC=C(C=C1)B(O)O)C